FC=1C=CC(=C(C1)CC(=O)NC=1C=C(C(=O)O)C=CC1)O 3-[[2-(5-fluoro-2-hydroxy-phenyl)acetyl]amino]benzoic acid